7-cyclopentyl-N,N-dimethyl-2-{[5-(piperazin-1-yl)-piperidin-2-yl]amino}-7H-pyrrolo[2,3-d]pyrimidine-6-carboxamide C1(CCCC1)N1C(=CC2=C1N=C(N=C2)NC2NCC(CC2)N2CCNCC2)C(=O)N(C)C